N-(9-((2R,3R,4S,5R)-5-((bis(4-methoxyphenyl)(phenyl)methoxy)methyl)-3,4-dihydroxytetrahydrofuran-2-yl)-8-oxo-8,9-dihydro-7H-purin-6-yl)benzamide COC1=CC=C(C=C1)C(OC[C@@H]1[C@H]([C@H]([C@@H](O1)N1C2=NC=NC(=C2NC1=O)NC(C1=CC=CC=C1)=O)O)O)(C1=CC=CC=C1)C1=CC=C(C=C1)OC